(3-chlorophenyl)Azole-4-carboxylic acid ethyl ester C(C)OC(=O)C=1C=C(NC1)C1=CC(=CC=C1)Cl